ClC=1C=C(C=CC1)[C@@H]1[C@H](C1)C(=O)NC1=NC=NC(=C1)NCC=1N=C2N(C=C(C=C2)C(C)C)C1 (1S,2S)-2-(3-chlorophenyl)-N-(6-(((6-isopropylimidazo[1,2-a]pyridin-2-yl)methyl)amino)pyrimidin-4-yl)cyclopropane-1-carboxamide